ClC=1C(=C(N)C=CC1B1OC(C(O1)(C)C)(C)C)F 3-chloro-2-fluoro-4-(4,4,5,5-tetramethyl-1,3,2-dioxaborolan-2-yl)aniline